C(C)OC1=CC=C(C=C1)NCC(O)C1=NNC(N1)=O 3-[2-(4-ethoxyphenylamino)-1-hydroxyethyl]-1H-1,2,4-triazol-5(4H)-one